(R)-3-((1-(2-(6-(4-acetylpiperazin-1-yl)-5-fluoropyridin-3-yl)-3,6-dimethyl-4-oxo-3,4-dihydroquinazolin-8-yl)ethyl)amino)-6-chloro-N-(methylsulfonyl)picolinamide C(C)(=O)N1CCN(CC1)C1=C(C=C(C=N1)C1=NC2=C(C=C(C=C2C(N1C)=O)C)[C@@H](C)NC=1C(=NC(=CC1)Cl)C(=O)NS(=O)(=O)C)F